trans-p-aminocyclohexanol methyl-N-[5-[6-[ethyl-(4-fluoro-3-methoxy-phenyl)carbamoyl]-4-(methoxymethyl)benzimidazol-1-yl]-2-pyridyl]carbamate CN(C(=O)O[C@@H]1CC[C@H](CC1)N)C1=NC=C(C=C1)N1C=NC2=C1C=C(C=C2COC)C(N(C2=CC(=C(C=C2)F)OC)CC)=O